1-[4-[[3-(2,3-difluoro-4-methoxy-phenyl)imidazo[1,2-a]pyrazin-8-yl]amino]-2-methyl-benzoyl]piperidine-4-carboxylic acid FC1=C(C=CC(=C1F)OC)C1=CN=C2N1C=CN=C2NC2=CC(=C(C(=O)N1CCC(CC1)C(=O)O)C=C2)C